3-(2-chloro-4-fluoro-5-nitro-phenyl)-5-methyl-4H-isoxazole-5-carboxylic acid ethyl ester C(C)OC(=O)C1(CC(=NO1)C1=C(C=C(C(=C1)[N+](=O)[O-])F)Cl)C